N1(N=CN=C1)CCNC=1C(=CC=C(C1)NC1=CC=CC=C1)C1=CC=CC=C1 N2-(2-(1H-1,2,4-triazol-1-yl)ethyl)-N4-phenyl-[1,1'-biphenyl]-2,4-diamine